[Si](C)(C)(C(C)(C)C)OC=1C=C(C=O)C=CC1OC 3-((tert-butyldimethylsilyl)oxy)-4-methoxybenzaldehyde